8,8'-(((3S,4R)-4-hydroxytetrahydro-2H-pyran-3-yl)-azanediyl)bis(N,N-didecyloctanamide) O[C@H]1[C@H](COCC1)N(CCCCCCCC(=O)N(CCCCCCCCCC)CCCCCCCCCC)CCCCCCCC(=O)N(CCCCCCCCCC)CCCCCCCCCC